2-naphthyl (3-bromophenylethyl) sulfide BrC=1C=C(C=CC1)CCSC1=CC2=CC=CC=C2C=C1